N-{1-(4-methylcyclohexyl)-2-oxo-2-[(2-oxospiro[indoline-3,4'-tetrahydropyran]-6-yl)amino]ethyl}carbamic acid tert-butyl ester C(C)(C)(C)OC(NC(C(NC1=CC=C2C(=C1)NC(C21CCOCC1)=O)=O)C1CCC(CC1)C)=O